C(C1=CC=CC=C1)C1=NN=C(S1)COC1CC2(C(N3C(O2)CC[C@H]3C3=NC=CN=C3)=O)C1 (5'S)-3-[(5-benzyl-1,3,4-thiadiazol-2-yl)methoxy]-5'-(pyrazin-2-yl)tetrahydro-3'H-spiro[cyclobutane-1,2'-pyrrolo[2,1-b][1,3]oxazol]-3'-one